N1CCC2=CC=CC=C12 (S)-indoline